O=C(C(=O)[O-])C=CCC 2-oxo-3-hexenoate